BrCC1=C2C(N(C(C2=CC=C1)=O)C1C(NC(CC1)=O)=O)=O 4-(bromomethyl)-2-(2,6-dioxo-3-piperidyl)isoindoline-1,3-dione